C1(=CC=CC=C1)[Si](CC=C)(C1=CC=CC=C1)C1=CC=CC=C1 3-(triphenylsilyl)-1-propene